NC1=NC(=NC(=N1)C=1C=CC=2N(C1)C(=NC2)C)NC(C(=O)NOC)CC2=C(C(=CC=C2)Cl)Cl 2-[[4-amino-6-(3-methylimidazo[1,5-a]pyridin-6-yl)-1,3,5-triazin-2-yl]amino]-3-(2,3-dichlorophenyl)-N-methoxy-propanamide